CC1=C(C(=NO1)C=1C=NC(=CC1)C)COC1=CC2=C(N=N1)CN(CC2)C(=O)NC2CCOCC2 3-{[5-methyl-3-(6-methylpyridin-3-yl)-1,2-oxazol-4-yl]methoxy}-N-(oxacyclohexan-4-yl)-5H,6H,7H,8H-pyrido[3,4-c]pyridazine-7-carboxamide